tert-butyl (3-((3-(1-((10-bromo-6-(cyclopropylmethyl)-7,8-dihydro-6H-[1,4]oxazino[3,2-g]quinazolin-4-yl)amino)ethyl)benzyl)oxy)propyl)(methyl)carbamate BrC=1C2=C(C=C3C(=NC=NC13)NC(C)C=1C=C(COCCCN(C(OC(C)(C)C)=O)C)C=CC1)N(CCO2)CC2CC2